methyl 3-((tert-butoxycarbonyl)amino)-1-(5-(5-((R)-1-(3,5-dichloropyridin-4-yl)ethoxy)-1-(tetrahydro-2H-pyran-2-yl)-1H-indazol-3-yl)-3-fluoropyridin-2-yl)azetidine-3-carboxylate C(C)(C)(C)OC(=O)NC1(CN(C1)C1=NC=C(C=C1F)C1=NN(C2=CC=C(C=C12)O[C@H](C)C1=C(C=NC=C1Cl)Cl)C1OCCCC1)C(=O)OC